(2S,4r)-N-(1-benzyl-8-oxa-1-azaspiro[4.5]decan-3-yl)-1-[(2S)-2-(4-cyclopropyltriazol-1-yl)-3,3-dimethyl-butyryl]-4-hydroxy-pyrrolidine-2-carboxamide C(C1=CC=CC=C1)N1CC(CC12CCOCC2)NC(=O)[C@H]2N(C[C@@H](C2)O)C([C@H](C(C)(C)C)N2N=NC(=C2)C2CC2)=O